(4-chloro-5,6-dimethylpyrimidin-2-yl)(3-hydroxy-3-phenylazetidin-1-yl)methanone ClC1=NC(=NC(=C1C)C)C(=O)N1CC(C1)(C1=CC=CC=C1)O